6-bromo-3-chloro-1-(oxan-2-yl)imidazole BrC1CCCC(O1)N1CN(C=C1)Cl